C(C)N(CCCN)CC N,N-diethylpropane-1,3-diamine